CC1(C2CN=CC12)C 6,6-dimethyl-3-azabicyclo[3.1.0]hex-2-ene